O1C(CCC1)C(=O)N1CCN(CC1)C(=O)OCC1=CC=CC=C1 benzyl 4-(tetrahydrofuran-2-carbonyl)piperazine-1-carboxylate